tert-butyl 4-[8-({8-fluoro-2-methylimidazo[1,2-a]pyridin-6-yl}carbamoyl)-3-methylquinoxalin-5-yl]piperazine-1-carboxylate FC=1C=2N(C=C(C1)NC(=O)C=1C=CC(=C3N=C(C=NC13)C)N1CCN(CC1)C(=O)OC(C)(C)C)C=C(N2)C